4-(5-cyano-2-methoxyphenyl)oxazole-2-carboxylic acid C(#N)C=1C=CC(=C(C1)C=1N=C(OC1)C(=O)O)OC